N-Boc-β-(1,2,4,5-tetrazinyl)-L-alanine C(=O)(OC(C)(C)C)N[C@@H](CC=1N=NC=NN1)C(=O)O